BrC1=C(C=C2C(=C1)OCO2)O 2-bromo-4,5-methylenedioxyphenol